COC1=CC=C(C=C1)C(OC[C@@H]1[C@@H]([C@H]([C@@H](O1)N1C=2N=C(NC(C2N=C1)=O)NC(C(C)C)=O)O)F)(C1=CC=CC=C1)C1=CC=C(C=C1)OC 9-{5-O-[bis(4-methoxyphenyl)(phenyl)methyl]-3-deoxy-3-fluoro-β-D-xylofuranosyl}-2-[(2-methylpropanoyl)amino]-1,9-dihydro-6H-purin-6-one